O1C(CCCC1)N1N=NC2=C1C=C(C=C2)B2OC(C(O2)(C)C)(C)C 1-(tetrahydro-2H-pyran-2-yl)-6-(4,4,5,5-tetramethyl-1,3,2-dioxaborolan-2-yl)-1H-benzo[d][1,2,3]triazole